((4-chloro-5-((3'-(8-chloro-6-formyl-[1,2,4]triazolo[1,5-a]pyridin-2-yl)-2,2'-dimethyl-[1,1'-biphenyl]-3-yl)methoxy)-2-formylphenoxy)methyl)nicotinonitrile ClC1=CC(=C(OCC2=C(C#N)C=CC=N2)C=C1OCC=1C(=C(C=CC1)C1=C(C(=CC=C1)C1=NN2C(C(=CC(=C2)C=O)Cl)=N1)C)C)C=O